1,5-diaminopentanen NC=CCCCN